FC=1C=C(CN2CC=3C(CC2)=NN(C3O)C3=NC=CC=C3)C=C(C1)F 5-(3,5-difluorobenzyl)-2-(pyridin-2-yl)-4,5,6,7-tetrahydro-2H-pyrazolo[4,3-c]pyridin-3-ol